N1C(=NC2=C1C=CC=C2)CC(=O)NS(=O)(=O)C=2C(=C(C(=CC2CCCCC)O)C2CCCC(=C2)C)O 2-(1H-benzo[d]imidazol-2-yl)-N-((2,6-dihydroxy-5'-methyl-4-pentyl-1',2',3',4'-tetrahydro-[1,1'-biphenyl]-3-yl)sulfonyl)acetamide